(2R,5S)-1-(1-(4-Chlorophenyl)propyl)-2,5-dimethylpiperazine hydrochloride Cl.ClC1=CC=C(C=C1)C(CC)N1[C@@H](CN[C@H](C1)C)C